C(CCCCC(=O)O[2H])(=O)O adipic acid-d